BrC1=C(C=C2C(=NC(=NC2=C1F)Cl)N1C[C@H]2CC[C@@H](C1)N2C(=O)OC(C)(C)C)F tert-butyl (1R,5S)-3-(7-bromo-2-chloro-6,8-difluoro-quinazolin-4-yl)-3,8-diazabicyclo[3.2.1]octane-8-carboxylate